C(C1=CC=CC=C1)C1(C[C@@H]2[C@@H](CN(C2)C[C@@H](O)C2=CC(=C(C=C2)O)F)C1)O |&1:9,10| rac-(3aR,5S,6aS)-5-benzyl-2-((S)-2-(3-fluoro-4-hydroxyphenyl)-2-hydroxyethyl)octahydrocyclopenta[c]pyrrol-5-ol